C(CCCCCCC\C=C/CCCCCCCC)OC=1C=C(C(=O)N(C)CC(=O)O)C=C(C1OCCCCCCCC\C=C/CCCCCCCC)OCCCCCCCC\C=C/CCCCCCCC 2-((3,4,5-Tri-((Z)-octadec-9-enyloxy)benzoyl)-N-methylamino)acetic acid